OCC(C)(C)OC1=C(C=C(C=C1C)C=CC(=O)C1=CC=C(C=C1)SC)C 3-(4-((1-hydroxy-2-methylpropan-2-yl)oxy)-3,5-dimethylphenyl)-1-(4-(methylthio)phenyl)prop-2-en-1-one